The molecule is a divalent inorganic anion obtained by removal of two protons from vanadic acid. It is a vanadium oxoanion and a divalent inorganic anion. It is a conjugate base of a dihydrogenvanadate. It is a conjugate acid of a vanadate(3-). O[V](=O)([O-])[O-]